2-(cis-2,6-dimethylmorpholino)acetonitrile C[C@@H]1O[C@@H](CN(C1)CC#N)C